[Hf].[Ag] silver-hafnium